C(C)N1N=CC=C1C(=O)N[C@@H](C1CCC2(CC2)CC1)C=1N=C2N(N=C(C=C2)CC2C(NC[C@@H](C2)C(F)(F)F)=O)C1 1-Ethyl-N-((1S)-(6-(((5R)-2-oxo-5-(trifluoromethyl)piperidin-3-yl)methyl)imidazo[1,2-b]pyridazin-2-yl)(spiro[2.5]octan-6-yl)methyl)-1H-pyrazole-5-carboxamide